tert-butyl (2-((S,E)-5-((tert-butoxycarbonyl)amino)hex-1-en-1-yl)pyridin-4-yl)(1-(tert-butyl)-3-((1S,3R)-3-(((4-nitrophenoxy)carbonyl)oxy)cyclopentyl)-1H-pyrazol-5-yl)carbamate C(C)(C)(C)OC(=O)N[C@H](CC/C=C/C1=NC=CC(=C1)N(C(OC(C)(C)C)=O)C1=CC(=NN1C(C)(C)C)[C@@H]1C[C@@H](CC1)OC(=O)OC1=CC=C(C=C1)[N+](=O)[O-])C